N-(4-cyclobutyl-1-(4-fluorobenzyl)-5-methyl-1H-pyrazol-3-yl)-2-(3,3-difluorocyclobutyl)acetamide C1(CCC1)C=1C(=NN(C1C)CC1=CC=C(C=C1)F)NC(CC1CC(C1)(F)F)=O